N,N'-diphenyl-N'-methyl-6-(isopropylamino)-[1,3,5]triazine-2,4-diamine C1(=CC=CC=C1)NC1=NC(=NC(=N1)N(C)C1=CC=CC=C1)NC(C)C